BrC1=C(NC=2C=CN=C(C2C1=O)C#N)C=1C(=NC2=CC=CC=C2C1)N1CCC(CCC1)(F)F 3-bromo-2-[2-(4,4-difluoroazepan-1-yl)-3-quinolyl]-4-oxo-1H-1,6-naphthyridine-5-carbonitrile